C(C)(C)(C)OC(=O)NCCCN1C(=C(C=C1)F)C(=O)OCC ethyl 1-(3-((tert-butoxycarbonyl) amino) propyl)-3-fluoro-1H-pyrrole-2-carboxylate